COC1=C(C2=CC(=CC=C2C=C1)C1=NC=CC(=C1)NC1=CC(=CC=C1)OC)NCC(C#N)=C 2-{[(2-methoxy-7-{4-[(3-methoxyphenyl)amino]pyridin-2-yl}naphthalen-1-yl)amino]methyl}prop-2-enenitrile